C(#N)C1=C(C(=C(C=C1)N1C([C@@H]2[C@]3(C[C@H]([C@@]([C@@H]2C1=O)(O3)C)NC(OCC[Si](C)(C)C)=O)C)=O)F)C(F)(F)F 2-(trimethylsilyl)ethyl ((3aR,4R,5R,7R,7aS)-2-(4-cyano-2-fluoro-3-(trifluoromethyl)phenyl)-4,7-dimethyl-1,3-dioxooctahydro-1H-4,7-epoxyisoindol-5-yl)carbamate